ClC1=CC=C(C=C1)C=1N=C2N(C=CC=C2)C1C=O 2-(4-Chlorophenyl)imidazo[1,2-a]pyridine-3-carbaldehyde